CC1=CC(=NC=C1C=1C=2N(C3=CC(=NC=C3C1)NC)N=CN2)[C@@H](CCC)O (1R)-1-{4-methyl-5-[8-(methylamino)-[1,2,4]triazolo[1,5-a]1,6-naphthyridin-4-yl]pyridin-2-yl}butan-1-ol